rac-6-((1R,4S)-2-Azabicyclo[2.2.1]heptan-2-yl)quinoline-4-carboxylic acid tert-Butyl-6-(2-azabicyclo[2.2.1]heptan-2-yl)quinoline-4-carboxylate C(C)(C)(C)OC(=O)C1=CC=NC2=CC=C(C=C12)N1C2CCC(C1)C2.[C@@H]21N(C[C@@H](CC2)C1)C=1C=C2C(=CC=NC2=CC1)C(=O)O |r|